(11R)-butadiene C=CC=C